rac-(3aR,5r,6aS)-2-(2-hydroxy-2-(4-hydroxyphenyl)ethyl)-5-(4-methoxybenzyl)octahydrocyclopenta[c]pyrrol-5-ol OC(CN1C[C@@H]2[C@H](C1)CC(C2)(O)CC2=CC=C(C=C2)OC)C2=CC=C(C=C2)O |r|